5-(((4-((3-chloro-4-fluorophenyl)amino)-7-methoxyquinazolin-6-yl)oxy)methyl)-2-(2,6-dioxopiperidin-3-yl)-6-fluoroisoindoline-1,3-dione ClC=1C=C(C=CC1F)NC1=NC=NC2=CC(=C(C=C12)OCC=1C=C2C(N(C(C2=CC1F)=O)C1C(NC(CC1)=O)=O)=O)OC